3-(azetidin-1-yl)-1H-pyridazin-6-one N1(CCC1)C1=NNC(C=C1)=O